CS(=O)(=NCC=1N=C2N(C=C(C=C2)C2=NOC(=N2)C(F)(F)F)C1)CC=1N=COC1 methyl(oxazol-4-ylmethyl)(((6-(5-(trifluoromethyl)-1,2,4-oxadiazol-3-yl)imidazo[1,2-a]pyridin-2-yl)methyl)imino)-λ6-sulfanone